methyl 1-((1H-pyrazol-4-yl) methyl)-2-(1-(6-hydroxyhexyl)-1H-pyrrolo[2,3-b]pyridin-2-yl)-7-methoxy-1H-benzo[d]imidazole-5-carboxylate N1N=CC(=C1)CN1C(=NC2=C1C(=CC(=C2)C(=O)OC)OC)C2=CC=1C(=NC=CC1)N2CCCCCCO